Methyl 3-((2-fluoropyridin-4-yl) amino)-3-oxopropanoate FC1=NC=CC(=C1)NC(CC(=O)OC)=O